2-cycloheptyl-4-methylquinoline C1(CCCCCC1)C1=NC2=CC=CC=C2C(=C1)C